O=C1NC(CCC1C=1C=CC(=NC1)N1CCC(CC1)CCC(=O)NC)=O 3-(1-(5-(2,6-dioxopiperidin-3-yl)pyridin-2-yl)piperidin-4-yl)-N-methylpropanamide